tert-butyl 3-aminopropanoate NCCC(=O)OC(C)(C)C